ClC=1C(=C(C(=C(C1)C(C)C1=NC(=C2N1C=CN=C2)C)OC(C)C)C=2C=NC(=CC2)C(F)(F)F)F 1-(5-chloro-4-fluoro-2-isopropoxy-3-(6-(trifluoromethyl)pyridin-3-yl)phenyl)ethyl-1-methylimidazo[1,5-a]pyrazine